5,7-dihydroxypyrazolo[1,5-a]pyrimidine-3-carbonitrile OC1=NC=2N(C(=C1)O)N=CC2C#N